C(C=C)(=O)N1C[C@@H](N(CC1)C=1C2=C(N(C(N1)=O)C1=C(C=CC=C1S(=O)(=O)C)C(C)C)N=C(C(=C2)F)C=2C(=CC=C1C=NNC21)Cl)C ((S)-4-acryloyl-2-methylpiperazin-1-yl)-7-(6-chloro-1H-indazol-7-yl)-6-fluoro-1-(2-isopropyl-6-(methylsulfonyl)phenyl)pyrido[2,3-d]pyrimidin-2(1H)-one